2-(3-amino-pyrazolo-[1,5-a]pyrimidin-7-ylamino)ethanol NC=1C=NN2C1N=CC=C2NCCO